Tert-butyl (S)-3-(3-bromo-5-oxo-7,8-dihydro-1,6-naphthyridin-6(5H)-yl)pyrrolidine-1-carboxylate BrC=1C=NC=2CCN(C(C2C1)=O)[C@@H]1CN(CC1)C(=O)OC(C)(C)C